tert-butyl 4-cyclopropyl-2-oxopiperidine-1-carboxylate C1(CC1)C1CC(N(CC1)C(=O)OC(C)(C)C)=O